ClC1=CC=C(C=C1)C(=C)C=1C=C(C=C(C1NC(C1=CC=CC=C1)=O)C(C)C)C1=CC=CC=C1 N-(3-(1-(4-chlorophenyl)vinyl)-5-isopropyl-[1,1'-biphenyl]-4-yl)benzamide